C(C(C)C)[Al](CC(C)C)Br di-isobutylaluminum bromide